3-bromo-7-(4-methoxybenzyl)-7,8-dihydroimidazo[1,2-a]pyrazin-6(5H)-one BrC1=CN=C2N1CC(N(C2)CC2=CC=C(C=C2)OC)=O